ClC=1C=C2C=CN(C2=CC1Cl)CCCCC1=CC(=NO1)C(=O)OCC ethyl 5-(4-(5,6-dichloro-1H-indol-1-yl)butyl)isoxazole-3-carboxylate